2-(4-(5-chloropyrimidin-2-yl)piperidin-1-yl)-4-((3,5-dichloropyridin-4-yl)amino)-7,8-dihydro-6H-thiopyrano[3,2-d]pyrimidine 5,5-dioxide ClC=1C=NC(=NC1)C1CCN(CC1)C=1N=C(C2=C(N1)CCCS2(=O)=O)NC2=C(C=NC=C2Cl)Cl